2-(1-acryloyl-4-(7-(6-methoxy-3,4-dihydroquinolin-1(2H)-yl)-2-(2-morpholinoethoxy)-5,6,7,8-tetrahydroquinazolin-4-yl)piperazin-2-yl)acetonitrile C(C=C)(=O)N1C(CN(CC1)C1=NC(=NC=2CC(CCC12)N1CCCC2=CC(=CC=C12)OC)OCCN1CCOCC1)CC#N